5-(Thiophene-2-yl)-7-(trifluoromethyl)pyrazolo[1,5-a]pyrimidine-3-carboxylic acid S1C(=CC=C1)C1=NC=2N(C(=C1)C(F)(F)F)N=CC2C(=O)O